5-(tert-butoxycarbonyl)-3-isopropyl-5,6,7,8-tetrahydro-4H-pyrazolo[1,5-a][1,4]diazepine-2-carboxylic acid C(C)(C)(C)OC(=O)N1CC=2N(CCC1)N=C(C2C(C)C)C(=O)O